CN(CCN1C=NC2=CC=C(C=C2C1=O)C=1C=CC2=C(NC(=N2)NC(CC)=O)C1)C N-(6-(3-(2-(dimethylamino)ethyl)-4-oxo-3,4-dihydroquinazolin-6-yl)-1H-benzo[d]imidazol-2-yl)propionamide